diaminobiphenyl-3,3'-dicarboxylic acid NC1=C(C(=C(C=C1)C1=CC(=CC=C1)C(=O)O)N)C(=O)O